2-((2S,3S)-3-aminotetrahydrofuran-2-yl)-3-bromo-5-chloro-N-(thiophen-2-ylmethyl)thieno[3,2-b]pyridin-7-amine formate C(=O)O.N[C@@H]1[C@H](OCC1)C1=C(C2=NC(=CC(=C2S1)NCC=1SC=CC1)Cl)Br